(E)-13-methyl-8-styryl-13H-benzo[f]indolo[3,2-c]quinoline CN1C2=CC=CC=C2C=2C(=NC3=CC=C4C(=C3C21)C=CC=C4)\C=C\C4=CC=CC=C4